C(C1=CC=CC=C1)OC(=O)[C@@H]1OS(O[C@H]1C(C)C)(=O)=O (4R,5S)-5-isopropyl-1,3,2-dioxathiolane-4-carboxylic acid benzyl ester 2,2-dioxide